C(CC(O)(C(=O)[O-])CC(=O)[O-])(=O)[O-].[Na+].B(O)(O)O.[Na+].[Na+] boric acid sodium citrate